N2-(6-(2-oxa-5-azabicyclo[2.2.2]octan-5-yl)-2-methylpyridin-3-yl)spiro[3.3]-heptane-2,6-diamine C12OCC(N(C1)C1=CC=C(C(=N1)C)NC1CC3(C1)CC(C3)N)CC2